4-chloro-2-(trimethylsilyloxymethyl)-2,3-dihydro-1H-inden-5-ol ClC1=C2CC(CC2=CC=C1O)CO[Si](C)(C)C